3-(6-((S)-6-fluoro-3-methylindoline-1-carbonyl)benzo[d]oxazol-2-yl)piperidine-2,6-dione FC1=CC=C2[C@@H](CN(C2=C1)C(=O)C1=CC2=C(N=C(O2)C2C(NC(CC2)=O)=O)C=C1)C